7-(2-(1H-indol-3-yl)ethyl)-8-((tetrahydro-2H-pyran-4-yl)methyl)-3,4,7,8,9,10-hexahydro-2H-[1,4]dioxepino[2,3-g]isoquinoline N1C=C(C2=CC=CC=C12)CCC1N(CCC=2C=C3C(=CC12)OCCCO3)CC3CCOCC3